C([C@@H](COP(=O)([O-])[O-])O)O The molecule is a glycerol 1-phosphate(2-) that is the dianion of sn-glycerol 1-phosphate arising from deprotonation of both phosphate OH groups. It has a role as an archaeal metabolite. It is a conjugate base of a sn-glycerol 1-phosphate.